3-(4-(4-((1-(5-methoxy-2-(1-methyl-1H-pyrazol-4-yl)-4-nitrophenyl)piperidine-4-yl)methyl)piperazin-1-yl)phenyl)piperidine-2,6-dione COC=1C(=CC(=C(C1)N1CCC(CC1)CN1CCN(CC1)C1=CC=C(C=C1)C1C(NC(CC1)=O)=O)C=1C=NN(C1)C)[N+](=O)[O-]